NC=1C2=C(N=CN1)N(C=C2C2=CC=C(C=C2)NC(CCC2=CC=CC=C2)=O)C2CCC(CC2)C2OCC(CO2)N N-(4-(4-Amino-7-(4-(5-amino-1,3-dioxan-2-yl)cyclohexyl)-7H-pyrrolo[2,3-d]pyrimidin-5-yl)phenyl)-3-phenylpropanamide